NC=1SC2=C(N1)C(=CC=C2)C2=C(C(=C(C=C2)S(=O)(=O)C2CN(C2)C(=O)OC(C)(C)C)S(N(CC2=CC=C(C=C2)OC)CC2=CC=C(C=C2)OC)(=O)=O)C2=NN=NN2CC2=CC=C(C=C2)OC tert-Butyl 3-((4-(2-aminobenzo[d]thiazol-4-yl)-2-(N,N-bis(4-methoxybenzyl)sulfamoyl)-3-(1-(4-methoxybenzyl)-1H-tetrazol-5-yl)phenyl)sulfonyl)azetidine-1-carboxylate